ClC=1C=C(CN2C[C@@H](OCC2)CNC(CSC=2SC3=NC=CC=C3N2)=O)C=CC1Cl (2S)-N-{[4-(3,4-dichlorobenzyl)morpholin-2-yl]methyl}-([1,3]thiazolo[5,4-b]pyridin-2-ylthio)acetamide